C(C)(C)C=1C(=NNC1C=1C=C(C=2N(C1)N=CN2)C)C=2SC1=C(N2)CCC(C1)N 2-(4-isopropyl-5-(8-methyl-[1,2,4]triazolo[1,5-a]pyridin-6-yl)-1H-pyrazol-3-yl)-4,5,6,7-tetrahydrobenzo[d]thiazol-6-amine